CC1CC2N(C(C1)C2)C(=O)NC2=NC=C(C(=C2)N2N=CC=N2)C cis-3-methyl-N-(5-methyl-4-(2H-1,2,3-triazol-2-yl)pyridin-2-yl)-6-azabicyclo[3.1.1]heptane-6-carboxamide